COC1=CC=C(C2=C1NC(=N2)NC(=O)C2=NC=C(N=C2)N2CCOCC2)C=2C=NN(C2)C N-[7-methoxy-4-(1-methyl-1H-pyrazol-4-yl)-1H-1,3-benzodiazol-2-yl]-5-(morpholin-4-yl)pyrazine-2-carboxamide